5,7-bis(methoxymethyl)hexahydrofuro[3,4-b][1,4]dioxine COCC1OC(C2OCCOC21)COC